2-(1-(3-chloropyridylcarbamoyl)pyrrolidin-3-yl)-5-(hydroxy(p-tolyl)methyl)benzaldehyde ClC=1C(=NC=CC1)NC(=O)N1CC(CC1)C1=C(C=O)C=C(C=C1)C(C1=CC=C(C=C1)C)O